((S)-4-(7-((5-chloro-6-fluoro-1H-indazol-4-yl)methyl)-2-(((S)-1-methylpyrrolidin-2-yl)methoxy)-5H-pyrrolo[3,2-d]pyrimidin-4-yl)-1-(2-fluoroacryloyl)piperazin-2-yl)acetonitrile ClC=1C(=C2C=NNC2=CC1F)CC1=CNC2=C1N=C(N=C2N2C[C@@H](N(CC2)C(C(=C)F)=O)CC#N)OC[C@H]2N(CCC2)C